B([O-])([O-])[O-].C(CCCCCCCCC)[N+](CCO)(CCO)CCCCCCCCCC.C(CCCCCCCCC)[N+](CCCCCCCCCC)(CCO)CCO.C(CCCCCCCCC)[N+](CCCCCCCCCC)(CCO)CCO didecyl-bis(hydroxyethyl)ammonium borate